NC(COC)C=1C=C(N)C=CC1 3-(1-amino-2-methoxyethyl)aniline